12-[(4-methylphenyl)dioxy-lambda6-thio]-2-(thiophen-2-yl)-12-azatricyclo[4.4.4.03,9]tetradec-1(2),4,7-triene-10,14-dione CC1=CC=C(C=C1)OO[SH4]N1CC2=C(C3C=CC(C=CC3C2=O)C(C1)=O)C=1SC=CC1